N=C1OCC2=CC=CC=C12 iminoisobenzofuran